S1C2=C(C=C1C1=NC=CC3=CC=CC=C13)SC=C2 1-(thieno[3,2-b]thiophen-2-yl)isoquinoline